O=C(C(=O)O)NC1=NC=CC=C1 oxo(2-pyridinylamino)-acetic acid